ClC1=CC=C(C=C1)N1N=NC(=C1CN1N=CC(=CC1=O)N1C[C@H](O[C@H](C1)C)C)C 2-[[3-(4-chlorophenyl)-5-methyl-triazol-4-yl]methyl]-5-[(2R,6S)-2,6-dimethylmorpholin-4-yl]pyridazin-3-one